methyl-tetrazineamine CC1=C(N=NN=N1)N